ethyl 2-(5-((8-(1,3-dioxoisoindolin-2-yl)octyl)amino)-2-oxopyridin-1(2H)-yl)acetate hydrochloride Cl.O=C1N(C(C2=CC=CC=C12)=O)CCCCCCCCNC=1C=CC(N(C1)CC(=O)OCC)=O